BrC1=C(C=C(C=C1OCC)[C@@H](C)N(C(OC(C)(C)C)=O)CCCCC1=CC=CC=C1)OCC tert-butyl [(1R)-1-(4-bromo-3,5-diethoxyphenyl)ethyl](4-phenylbutyl)carbamate